4-[[5-fluoro-4-(8-fluoro-4-isopropyl-2,3-dihydro-1,4-benzoxazin-6-yl)pyrimidin-2-yl]amino]benzenesulfonamide FC=1C(=NC(=NC1)NC1=CC=C(C=C1)S(=O)(=O)N)C=1C=C(C2=C(N(CCO2)C(C)C)C1)F